2-(6-((2S,6R)-2,6-dimethylmorpholino)pyridin-2-yl)-1,6-naphthyridin C[C@@H]1O[C@@H](CN(C1)C1=CC=CC(=N1)C1=NC2=CC=NC=C2C=C1)C